C(CCCCCCCCC(=S)OCCC[Si](OCC)(OCC)OCC)(=S)OCCC[Si](OCC)(OCC)OCC bis-(3-triethoxysilyl-1-propyl) dithiosebacate